NC1CCC2(CN(C2)C2=C(C=C(C=C2)NC2=NC=C(C(=N2)NC2=C(C=CC=C2)P(C)C)Cl)C)CC1 (2-((2-((4-(7-amino-2-azaspiro[3.5]nonan-2-yl)-3-methylphenyl)amino)-5-chloropyrimidin-4-yl)amino)phenyl)dimethylphosphine